C1(=CC=CC=C1)[S+](C=C)C1=CC=CC=C1 diphenyl-(vinyl)sulfonium